N1CC(C1)N1N=C(C(=C1)C1=CC=2C3=C(C=NC2C=C1OC)N(C(N3C3=C(C=NC=C3OC)F)=O)C)C 8-[1-(Azetidin-3-yl)-3-methyl-1H-pyrazol-4-yl]-1-(3-fluoro-5-methoxypyridin-4-yl)-7-methoxy-3-methyl-1H,2H,3H-imidazo-[4,5-c]quinolin-2-one